2-((4-(6-((6-Cyano-4-fluoropyridin-3-yl)methoxy)pyridin-2-yl)piperidin-1-yl)methyl)-4-(difluoromethoxy)-1-methyl-1H-benzo[d]imidazole-6-carboxylic acid C(#N)C1=CC(=C(C=N1)COC1=CC=CC(=N1)C1CCN(CC1)CC1=NC2=C(N1C)C=C(C=C2OC(F)F)C(=O)O)F